(2R,6S)-4-(5-cyanopyrimidin-2-yl)-N-{2-[1-(2,3-dihydro-1H-inden-2-yl)piperidin-4-yl]ethyl}-2,6-dimethylpiperazine-1-carboxamide C(#N)C=1C=NC(=NC1)N1C[C@H](N([C@H](C1)C)C(=O)NCCC1CCN(CC1)C1CC2=CC=CC=C2C1)C